C(C)(C)O[C@H]1[C@@H](N=C(CCC1)C1=CN=C2C(=N1)N(C(=C2)C(C(F)(F)F)(C)C)C)CO [(2S,3R)-3-Isopropoxy-7-[5-methyl-6-(2,2,2-trifluoro-1,1-dimethyl-ethyl)pyrrolo[2,3-b]pyrazin-3-yl]-3,4,5,6-tetrahydro-2H-azepin-2-yl]methanol